N-(2'-fluoro-4'-(4-methylpiperazin-1-yl)-3'-nitro[1,1'-biphenyl]-4-yl)-1-methylpiperidine-4-carboxamide FC1=C(C=CC(=C1[N+](=O)[O-])N1CCN(CC1)C)C1=CC=C(C=C1)NC(=O)C1CCN(CC1)C